NC=1C2=C(N=CN1)N(C(=C2C2=CC=C(C=C2)NC2=NC=CC=C2)C#CC2CCN(CC2)C2CN(C2)C(C=C)=O)C(C)C 1-(3-(4-((4-amino-7-isopropyl-5-(4-(pyridin-2-ylamino)phenyl)-7H-pyrrolo[2,3-d]pyrimidin-6-yl)-ethynyl)piperidin-1-yl)azetidin-1-yl)prop-2-en-1-one